tert-butyl 5-((7-hydroxy-3-iodo-5-((methoxycarbonyl)-amino)-1H-pyrazolo[4,3-d]pyrimidin-1-yl)methyl)-4-methoxy-3',6'-dihydro-[2,4'-bipyridine]-1'(2'H)-carboxylate OC=1C2=C(N=C(N1)NC(=O)OC)C(=NN2CC=2C(=CC(=NC2)C=2CCN(CC2)C(=O)OC(C)(C)C)OC)I